ethyl 2-(4-chloro-3-fluorophenyl)-2-oxoacetate ClC1=C(C=C(C=C1)C(C(=O)OCC)=O)F